N1=CC=CC(=CC=C1)C(=O)[O-] azacyclooctatetraene-5-carboxylate